tri(methacryloyloxyethyl)amine C(C(=C)C)(=O)OCCN(CCOC(C(=C)C)=O)CCOC(C(=C)C)=O